C(CCC)[C@@]1(CS(C2=C(N(C1)C1=CC=C(C=C1)F)C=C(C(=C2)OC[C@@H](C(=O)O)O)SC)(=O)=O)C (S)-3-(((S)-3-butyl-5-(4-fluorophenyl)-3-methyl-7-(methylthio)-1,1-dioxido-2,3,4,5-tetrahydro-1,5-benzothiazepin-8-yl)oxy)-2-hydroxypropanoic acid